[Tl].[Cd].[Cu] copper-cadmium thallium